OC=1C(=C2C=CC(=CC2=CC1Cl)C(=O)O)Cl 6-hydroxy-5,7-dichloro-2-naphthoic acid